4-[5-(2-aminoethyl)pyrimidin-2-yl]-3-[5-[bis(2-fluoroethyl)amino]-2-methylpyrazol-3-yl]oxybenzonitrile NCCC=1C=NC(=NC1)C1=C(C=C(C#N)C=C1)OC=1N(N=C(C1)N(CCF)CCF)C